3-amino-4-(pyridin-2-yl)benzoic acid NC=1C=C(C(=O)O)C=CC1C1=NC=CC=C1